N1CNC2=C1C=CC=C2 1H-benzo[d]imidazoline